FC1=C(C=CC(=C1[C@H]1CCC=2N(C1)C=NC2C=2NC=CN2)F)NS(=O)(=O)C=2C(=NC=C(C2)F)C N-[2,4-difluoro-3-[(6R)-1-(1H-imidazol-2-yl)-5H,6H,7H,8H-imidazo[1,5-a]pyridin-6-yl]phenyl]-5-fluoro-2-methylpyridine-3-sulfonamide